C(CCC)N(CCC1=CNC=2C=CC=C(C12)O)CCCC 3-(2-(Dibutylamino)ethyl)-1H-indol-4-ol